FC=1C(=C2C=CN(C2=CC1)[C@H]1C(NC(CC1)=O)=O)N1CCC(CC1)N(C(OC(C)(C)C)=O)C tert-butyl N-[1-[5-fluoro-1-[(3R)-2,6-dioxo-3-piperidyl] indol-4-yl]-4-piperidyl]-N-methylcarbamate